3-(1-oxo-5-(((1R,2R)-2-(3-phenylazetidin-1-yl)cyclohexyl)oxy)isoindolin-2-yl)piperidine-2,6-dione O=C1N(CC2=CC(=CC=C12)O[C@H]1[C@@H](CCCC1)N1CC(C1)C1=CC=CC=C1)C1C(NC(CC1)=O)=O